n-propyl 3-nitro-α-cyanocinnamate [N+](=O)([O-])C=1C=C(C=C(C(=O)OCCC)C#N)C=CC1